N(=[N+]=[N-])CCOCCOCCNC(C=CC1=NC(=CC(=C1)C=C)C)=O N-(2-(2-(2-azidoethoxy)ethoxy)ethyl)-3-(6-methyl-4-vinylpyridin-2-yl)propenamide